BrC1=CC=C2OC=3C=CC=4C(N(C(C5=CC=C(C3C45)C2=C1)=O)CCOCCOCCO)=O 9-bromo-2-(2-(2-(2-hydroxyethoxy)ethoxy)ethyl)-1H-xantheno[2,1,9-def]isoquinoline-1,3(2H)-dione